IC1=CC=C(OCCCO)C=C1 3-(4-iodophenoxy)-propan-1-ol